O1N=CC=2N=CNC(C21)=O isoxazolo[4,5-d]pyrimidin-7(6H)-one